BrC=1C=C(C=CC1O[C@H]1C[C@@H](CC1)NC(=O)OC(C)(C)C)C=1C(=NN(C1)C)C(=O)OC methyl 4-(3-bromo-4-(((1R,3R)-3-((tert-butoxycarbonyl)amino)cyclopentyl)oxy)phenyl)-1-methyl-1H-pyrazole-3-carboxylate